1-ethyl-2,3-dimethylimidazole C(C)N1C(N(C=C1)C)C